OC[C@H](C[C@H]1C(NCC1)=O)NC([C@H](CC(C)C)NC(OC(C)C1CCC(CC1)(F)F)=O)=O 1-(4,4-Difluorocyclohexyl)ethyl ((S)-1-(((S)-1-hydroxy-3-((S)-2-oxopyrrolidin-3-yl)propan-2-yl)amino)-4-methyl-1-oxopentan-2-yl)carbamate